(1H-imidazol-1-yl)-N-((1r,4r)-4-(2-methoxyethoxy)cyclohexyl)-6-methylpyrimidine-4-carboxamide N1(C=NC=C1)C1=NC(=CC(=N1)C(=O)NC1CCC(CC1)OCCOC)C